OC1CC2CCC(C1)N2NC2=C1C=CNC1=NC=C2C(=O)N 4-((3-hydroxy-8-azabicyclo[3.2.1]octan-8-yl)amino)-1H-7-azaindole-5-carboxamide